FC1=CC=C(C=C1)C(CC1=CC=NC=C1)=NO 1-(4-fluorophenyl)-2-(4-pyridyl)ethanone oxime